O1C=CN=C1 [1,4]oxazole